N1=CN=C2NC=NC2=C1C=1C(=NC=CC1)NC1=C(C=CC(=N1)NC(C1=CC(=CC=C1)C(C)(C)C#N)=O)C N-(6-((3-(9H-purin-6-yl)pyridin-2-yl)amino)-5-methylpyridin-2-yl)-3-(2-cyanopropan-2-yl)benzamide